BrC1=CC(=C(CN2C(NC=3C=NC4=C5C(=CC=C4C32)OCO5)=O)C(=C1)F)F 8-(4-bromo-2,6-difluorobenzyl)-6,8-dihydro-7H-[1,3]dioxolo[4,5-h]imidazo[4,5-c]quinolin-7-one